(R)-2-((1-(3-cyano-2-(4,4-difluoropiperidin-1-yl)-7-methyl-4-oxo-4H-pyrido[1,2-a]pyrimidin-9-yl)ethyl)amino)-6-fluorobenzoic acid C(#N)C1=C(N=C2N(C1=O)C=C(C=C2[C@@H](C)NC2=C(C(=O)O)C(=CC=C2)F)C)N2CCC(CC2)(F)F